Benzyl 5-(Phenylmethoxy)-4-methoxy-2-nitrobenzoate C1(=CC=CC=C1)COC=1C(=CC(=C(C(=O)OCC2=CC=CC=C2)C1)[N+](=O)[O-])OC